N-(2-fluoro-3-methyl-4-((2-methyl-2H-indazol-6-yl)oxy)phenyl)-6-(piperidin-4-yloxy)pyrido[3,2-d]pyrimidin-4-amine hydrochloride Cl.FC1=C(C=CC(=C1C)OC=1C=CC2=CN(N=C2C1)C)NC=1C2=C(N=CN1)C=CC(=N2)OC2CCNCC2